trisglutamic acid disodium salt [Na+].[Na+].N[C@@H](CCC(=O)[O-])C(=O)[O-].N[C@@H](CCC(=O)O)C(=O)O.N[C@@H](CCC(=O)O)C(=O)O